OC1=CC=C(CC2=CC(=CC(=C2O)CC2=CC=C(C=C2)O)C)C=C1 2,6-bis-(4-hydroxybenzyl)-p-cresol